1-(4-(4-amino-7-(2-hydroxy-2-methylpropyl)-7H-pyrrolo[2,3-d]pyrimidin-5-yl)-2-fluorophenyl)-3-(4-((4-methylpiperazin-1-yl)methyl)-3-(trifluoromethyl)phenyl)urea NC=1C2=C(N=CN1)N(C=C2C2=CC(=C(C=C2)NC(=O)NC2=CC(=C(C=C2)CN2CCN(CC2)C)C(F)(F)F)F)CC(C)(C)O